ClC1=C(C(=CC=C1)Cl)C1=NOC(=C1C(=O)Cl)C1(CC1)F (2,6-dichlorophenyl)-5-(1-fluorocyclopropyl)-1,2-oxazole-4-carbonyl chloride